1-vinyl-3-ethylimidazolium bromide salt [Br-].C(=C)N1C=[N+](C=C1)CC